C(C)CCCCOC(C(C(C(=O)O)C1CCCC1)(C1CCCC1)C#N)=O 2-cyano-2,3-dicyclopentylsuccinic acid-1-ethyl-4-n-butyl ester